[Co]=S.[Ni].[Cu] copper-nickel-cobalt sulfide